1-iso-propoxy-1-methylsilacyclopentane C(C)(C)O[Si]1(CCCC1)C